CN1CCC2=CC(=CC=C12)N1C(NC(CC1)=O)=O 1-(1-Methylindolin-5-yl)dihydropyrimidine-2,4(1H,3H)-dione